(3-fluorophenyl)-4-phenyl-1H-imidazol-2-amine FC=1C=C(C=CC1)N1C(=NC(=C1)C1=CC=CC=C1)N